1-methyl-2-methoxy-5-(3',4',5'-trimethoxyphenyl)-benzocyclohepta-5-ene CC1=C(C=CC2=C1CCCC=C2C2=CC(=C(C(=C2)OC)OC)OC)OC